C(C)[C@@H]1[C@H](C1)C=1C=2N(N=C(C1)C=1C(NC(NC1)=O)=O)C=CN2 5-(8-((1S,2S)-2-ethylcyclopropyl)imidazo[1,2-b]pyridazin-6-yl)pyrimidine-2,4(1H,3H)-dione